3-methoxymercaptopropyl-silane COSCCC[SiH3]